[Co].[Ni].[Fe].ClC=1C=C(C=C2C=CN(C12)C1=CC=C(C=C1)C(F)(F)F)NC(C=C)=O N-(7-chloro-1-(4-(trifluoromethyl)phenyl)-1H-indol-5-yl)acrylamide iron nickel-cobalt